4-(3-azabicyclo[3.1.0]hexan-3-yl)-8-chloro-7,9-dimethyl-pyrido[3',2':4,5]thieno[3,2-d]pyrimidine hydrochloride Cl.C12CN(CC2C1)C=1C2=C(N=CN1)C1=C(S2)N=C(C(=C1C)Cl)C